[Cu](Cl)Cl.C1(=CC=CC=C1)P(C1=CC=CC=C1)C1=CC=CC=C1.C1(=CC=CC=C1)P(C1=CC=CC=C1)C1=CC=CC=C1 di(triphenylphosphine) copper dichloride